(S)-methyl 2-((S)-2-amino-4-fluoro-4-methylpentanamido)-3-((S)-2-oxopyrrolidin-3-yl)propanoate N[C@H](C(=O)N[C@H](C(=O)OC)C[C@H]1C(NCC1)=O)CC(C)(C)F